N-(4-Chlorophenyl)-6-morpholin-4-yl-N1-m-tolyl-[1,3,5]triazine-2,4-diamine hydrochloride Cl.ClC1=CC=C(C=C1)NC1N(C(=NC(=N1)N)N1CCOCC1)C=1C=C(C=CC1)C